sodium disulfo sulfate dihydrate O.O.S(=O)(=O)(OS(=O)(=O)O)OS(=O)(=O)O.[Na]